3-(3-pyridyl)prop-2-yn-1-ol N1=CC(=CC=C1)C#CCO